C1(CC1)S(=O)(=O)N1N=CC(=C1)C1=NC=CC(=N1)NC1=NC=C(C(=C1)N1CCC(CC1)(C)CO)C#CC1=CC=C(C=C1)CN(C)C (1-(2-((2-(1-(Cyclopropylsulfonyl)-1H-pyrazol-4-yl)pyrimidin-4-yl)amino)-5-((4-((dimethyl-amino)methyl)phenyl)ethynyl)pyridin-4-yl)-4-methylpiperidin-4-yl)methanol